CC1=CC(=C(C=C1)C=1NC(=CC1C(=O)N)C1=C2C(=NC=C1)NC=C2)C(F)(F)F 2-[4-methyl-2-(trifluoromethyl)phenyl]-5-(1H-pyrrolo[2,3-b]pyridin-4-yl)-1H-pyrrole-3-carboxamide